P(=O)(O)(O)O.FC=1C=C(C=CC1C=1C=NC(=CC1)C=1N=NN(N1)C1CC1)N1C(O[C@H](C1)C(F)O)=O (R)-3-(3-fluoro-4-(6-(2-cyclopropyl-2H-tetrazol-5-yl)pyridin-3-yl)phenyl)-5-(hydroxyfluoromethyl)oxazolidin-2-one phosphate